N-[5-[1-(2-cyanopyrimidin-4-yl)-3,6-dihydro-2H-pyridin-4-yl]-4-fluoro-2-[rac-(3R)-3,4-dimethylpiperazin-1-yl]phenyl]-4-(difluoromethyl)-6-oxo-1H-pyridine-3-carboxamide C(#N)C1=NC=CC(=N1)N1CCC(=CC1)C=1C(=CC(=C(C1)NC(=O)C1=CNC(C=C1C(F)F)=O)N1C[C@H](N(CC1)C)C)F |r|